BrC=1C=C2C(=NC1)N(CC2)C2C(NC(CC2)=O)=O 3-(5-bromo-2,3-dihydropyrrolo[2,3-b]pyridin-1-yl)piperidine-2,6-dione